ClCC(=O)N=[S@@](=O)(C)C=1C=C(C=CC1)NC(=O)C1=C(N=NC(=C1C)C(F)(F)F)OC=1C(=NC(=CC1)F)C (R)-N-(3-(N-(2-chloroacetyl)-S-methylsulfonimidoyl)phenyl)-3-((6-fluoro-2-methylpyridin-3-yl)oxy)-5-methyl-6-(trifluoromethyl)pyridazine-4-carboxamide